C(C1=CC=CC=C1)N(S(=O)(=O)C1=CC=C(C(=O)NC=2C=C3C=C(NC3=CC2)C)C=C1)C 4-(benzyl-methyl-sulfamoyl)-N-(2-methyl-1H-indol-5-yl)-benzamide